FC(C(OC(C(OC(C(OC(C(O)(F)F)(F)F)(F)F)(F)F)(F)F)(F)F)(F)F)(O)F Perfluoro-3,6,9-trioxaundecan-1,11-diol